COC(=O)C1=CC=2C(=NSN2)C=C1C(=O)O 2,1,3-benzothiadiazole-5,6-dicarboxylic acid methyl ester